4-[2-amino-5-(4-methoxyphenyl)-3-pyridyl]-2-methoxy-phenol NC1=NC=C(C=C1C1=CC(=C(C=C1)O)OC)C1=CC=C(C=C1)OC